C1(CC1)C=1C=NN2C1N=C(C=C2)C2=CNC=1N=C(N=CC12)NCC1(CCC1)F 5-(3-cyclopropylpyrazolo[1,5-a]pyrimidin-5-yl)-N-((1-fluorocyclobutyl)methyl)-7H-pyrrolo[2,3-d]pyrimidin-2-amine